methyl 5-((tert-butoxycarbonyl)amino)-6-chloropyridazine-3-carboxylate C(C)(C)(C)OC(=O)NC=1C=C(N=NC1Cl)C(=O)OC